tert-butyl 3-(p-bromophenyl)-2,4-dioxo-1,3,7-triaza-7-spiro[4.4]nonanecarboxylate BrC1=CC=C(C=C1)N1C(NC2(C1=O)CN(CC2)C(=O)OC(C)(C)C)=O